O1CCN(CC1)C(C[C@H](C(N[C@@H](CC1=CC=CC=C1)B1O[C@@]2([C@H](O1)C[C@H]1C([C@@H]2C1)(C)C)C)=O)NC(OC(C)(C)C)=O)=O tert-butyl ((R)-4-morpholino-1,4-dioxo-1-(((R)-2-phenyl-1-((3aS,4S,6S,7aR)-3a,5,5-trimethylhexahydro-4,6-methanobenzo[d][1,3,2]dioxaborol-2-yl)ethyl)amino)butan-2-yl)carbamate